2-(cyclopropylmethylamino)-6-[3-[[ethyl(methyl)sulfamoyl]amino]-2,6-difluorophenyl]-8-methyl-7-oxopyrido[2,3-d]pyrimidine C1(CC1)CNC=1N=CC2=C(N1)N(C(C(=C2)C2=C(C(=CC=C2F)NS(N(C)CC)(=O)=O)F)=O)C